2-(5-chloro-2,3-bis(isobutyryloxy)benzylideneamino)-3-methyl-butanoic acid ClC=1C=C(C(=C(C=NC(C(=O)O)C(C)C)C1)OC(C(C)C)=O)OC(C(C)C)=O